C1CC12CNCC[C@H]2C(=C)C=2N=CC(=NC2)C2=C(C=C(C=C2)N2C=NC=C2)O (R)-2-(5-(1-(5-azaspiro[2.5]octan-8-yl)vinyl)pyrazin-2-yl)-5-(1H-imidazol-1-yl)phenol